7-bromo-2-methylbenzo[d]thiazol-6-amine BrC1=C(C=CC=2N=C(SC21)C)N